benzyl (2-(2-(2-(prop-2-yn-1-yloxy)ethoxy)ethoxy)ethyl)carbamate C(C#C)OCCOCCOCCNC(OCC1=CC=CC=C1)=O